C1(CC1)C1=NC=NC(=C1C=1N=C(C2=C(N1)NCC2)NCC2=CC=C(C=C2)C=2N(C=C(N2)C(F)(F)F)C(C)C)OC 2-(4-cyclopropyl-6-methoxypyrimidin-5-yl)-N-(4-(1-isopropyl-4-(trifluoromethyl)-1H-imidazol-2-yl)benzyl)-6,7-dihydro-5H-pyrrolo[2,3-d]pyrimidin-4-amine